[C@H]12N(C[C@H](NC1)C2)C2=CC(=C(C=C2)NC2=NC=C(C(=N2)C2=CC=1SCCOCC1S2)C(F)(F)F)CC 7-(2-((4-((1R,4R)-2,5-diazabicyclo[2.2.1]heptan-2-yl)-2-ethylphenyl)amino)-5-(trifluoromethyl)pyrimidin-4-yl)-2,3-dihydro-5H-thieno[3,2-e][1,4]oxathiepine